N-(1-(3-(trifluoromethyl)benzyl)-1H-indol-6-yl)acrylamide FC(C=1C=C(CN2C=CC3=CC=C(C=C23)NC(C=C)=O)C=CC1)(F)F